C(C)N1C(=NC2=C(C=C(N=C12)N1N=C(C=C1COC)C=1C=C(C=CC1)C)N1CCOCC1)CN1N=CC=C1 3-ethyl-5-[5-(methoxymethyl)-3-(m-tolyl)-1-pyrazolyl]-7-morpholino-2-[(1-pyrazolyl)methyl]-3H-1,3,4-triazaindene